FC(C1=CC=CC(=N1)N1CCN(CC1)C(=O)C1(CCCC1)NC1=CC=C(C#N)C=C1)(F)F 4-((1-(4-(6-(trifluoromethyl)pyridin-2-yl)piperazine-1-carbonyl)cyclopentyl)amino)benzonitrile